O.[Ru+2].N1=CC=CC2=CC=C3C=CC=NC3=C12.N1=CC=CC2=CC=C3C=CC=NC3=C12.N1=CC=CC2=CC=C3C=CC=NC3=C12 tris(1,10-phenanthroline) ruthenium (II) hydrate